1-[2-(difluoro-methoxy)propyl]-3-[[2-(difluoro-methoxy)pyridin-4-yl]methyl]urea FC(OC(CNC(=O)NCC1=CC(=NC=C1)OC(F)F)C)F